(tert-butyl 2-((6-amino-9-(3-((hydroxy(methoxy)phosphoryl)methyl)benzyl)-8-methoxy-9H-purin-2-yl)oxy)propyl)carbamate C(C)(C)(C)CC(CNC([O-])=O)OC1=NC(=C2N=C(N(C2=N1)CC1=CC(=CC=C1)CP(=O)(OC)O)OC)N